FC1=C(C=CC=C1)OCOC 1-fluoro-2-(methoxymethoxy)benzene